1-dodecanoyl-2-(5Z,8Z,11Z,14Z-eicosatetraenoyl)-glycero-3-phosphocholine CCCCCCCCCCCC(=O)OC[C@H](COP(=O)([O-])OCC[N+](C)(C)C)OC(=O)CCC/C=C\C/C=C\C/C=C\C/C=C\CCCCC